Cl.N[C@@H](C(=O)O)CC#C (R,S)-2-AMINOPENT-4-YNOIC ACID HYDROCHLORIDE